N-(1,1-dioxido-2,3-dihydrothiophen-3-yl)-6-hydroxy-2-phenylthieno[2,3-b]pyridine-5-carboxamide O=S1(CC(C=C1)NC(=O)C=1C=C2C(=NC1O)SC(=C2)C2=CC=CC=C2)=O